N-(1-(4-(methoxymethyl)phenyl)-2-oxo-2-((4-(trimethylsilyl)phenyl)amino)ethyl)-5-oxopyrrolidine-3-carboxamide COCC1=CC=C(C=C1)C(C(NC1=CC=C(C=C1)[Si](C)(C)C)=O)NC(=O)C1CNC(C1)=O